OC1(CC(=NO1)C1=CC=C(C=O)C=C1)C(F)(F)F 4-[5-hydroxy-5-(trifluoromethyl)-4,5-dihydro-1,2-oxazol-3-yl]benzaldehyde